3-((cyclohexylsulfinyl)methyl)-1H-indole-1-carboxylic acid tert-butyl ester C(C)(C)(C)OC(=O)N1C=C(C2=CC=CC=C12)CS(=O)C1CCCCC1